(S)-3-(benzyloxy)-1-(3-isothiocyanato-5-(trifluoromethyl)phenyl)pyrrolidine C(C1=CC=CC=C1)O[C@@H]1CN(CC1)C1=CC(=CC(=C1)C(F)(F)F)N=C=S